tert-Butyl 3-(4-(1,1-difluoro-2-methoxyethoxy)-7-(thiazol-2-yl)benzo[d]oxazol-2-yl)-3,6-diazabicyclo[3.1.1]heptane-6-carboxylate FC(COC)(OC1=CC=C(C2=C1N=C(O2)N2CC1N(C(C2)C1)C(=O)OC(C)(C)C)C=1SC=CN1)F